(Z)-N'-(3-chloropyridin-2-yl)-4-(1,4,4,4-tetrafluoro-3-(3,4,5-trichlorophenyl)but-1-en-1-yl)-2-(trifluoromethyl)benzoyl-hydrazine ClC=1C(=NC=CC1)NNC(C1=C(C=C(C=C1)/C(=C/C(C(F)(F)F)C1=CC(=C(C(=C1)Cl)Cl)Cl)/F)C(F)(F)F)=O